C(C)(C)(C)NC=C1C(OC2=CC=CC=C2C1=O)C1=C(NC2=CC=CC=C12)C 3-((tert-butylamino)methylene)-2-(2-methyl-1H-indol-3-yl)chroman-4-one